1-[(2R,4S)-4-[4-Amino-3-[2-(6-chloro-1-methyl-1,3-benzodiazol-5-yl)ethynyl]pyrazolo[4,3-c]pyridin-1-yl]-2-(methoxymethyl)pyrrolidin-1-yl]prop-2-en-1-one NC1=NC=CC2=C1C(=NN2[C@H]2C[C@@H](N(C2)C(C=C)=O)COC)C#CC2=CC1=C(N(C=N1)C)C=C2Cl